CC1(COCC1O)O 3-methyltetrahydrofuran-3,4-diol